4-amino-D-quinovose N[C@@]([C@@H]([C@H](C=O)O)O)(O)[C@H](O)C